(2S)-2-(4-(5-(benzyloxy)-6-methoxy-4,5-dihydropyrazine-2-carbonyl)-3,3-dimethylpiperazin-1-yl)-N-(5-(2,4-difluorophenoxy)pyrazin-2-yl)propanamide C(C1=CC=CC=C1)OC1NC=C(N=C1OC)C(=O)N1C(CN(CC1)[C@H](C(=O)NC1=NC=C(N=C1)OC1=C(C=C(C=C1)F)F)C)(C)C